BrC=1C(=NC=C(C1)F)NC1(CC1)C(F)(F)F 3-bromo-5-fluoro-N-(1-(trifluoromethyl)cyclopropyl)pyridin-2-amine